1-[2-(3-fluoro-5-trifluoromethyl-anilino)-pyrimidin-4-yl]-1H-indole-3-carboxamide FC=1C=C(NC2=NC=CC(=N2)N2C=C(C3=CC=CC=C23)C(=O)N)C=C(C1)C(F)(F)F